1-(1H-indol-6-yl)-3-(4-phenyl-3,4-dihydro-2H-benzo[b][1,4]oxazin-6-yl)urea N1C=CC2=CC=C(C=C12)NC(=O)NC1=CC2=C(OCCN2C2=CC=CC=C2)C=C1